Methyl 2-(((5-bromopyridin-2-yl) methyl) amino)-2-oxoacetate BrC=1C=CC(=NC1)CNC(C(=O)OC)=O